1-[6-[5-fluoro-6-[(6-methylpyridazin-3-yl)amino]benzimidazol-1-yl]-3-(hydroxymethyl)-2-pyridyl]-5-methyl-pyrazole-3-carbonitrile FC1=CC2=C(N(C=N2)C2=CC=C(C(=N2)N2N=C(C=C2C)C#N)CO)C=C1NC=1N=NC(=CC1)C